propanoic acid tri-hydrochloride salt Cl.Cl.Cl.C(CC)(=O)O